(R)-2'-oxo-1',2',6,7-tetrahydro-4H-spiro[benzofuran-5,3'-pyrrolo[2,3-b]pyridine] O=C1[C@]2(C=3C(=NC=CC3)N1)CCC1=C(C=CO1)C2